C(C)N(CC)C=C(C1=CC=CC=C1)C Diethylamino-alpha-methylstyrene